B(OC=C)[O-] Z-vinyl boronate